CC(C(C)OC(CO)(C)C)=CC(C)C 2-((3,5-dimethylhex-3-en-2-yl)oxy)-2-methylpropan-1-ol